OC1CN(C1)C(=O)O[C@@H]1CC[C@H](CC1)C(N(C1=CC(=CC=C1)C=1N=C(OC1)C1CC1)C[C@@H]1CC[C@H](CC1)C1=NC(=C(C=C1)OC)C#N)=O trans-4-(((trans-4-(6-Cyano-5-methoxypyridin-2-yl)cyclohexyl)methyl)(3-(2-cyclopropyloxazol-4-yl)phenyl)carbamoyl)cyclohexyl 3-hydroxyazetidine-1-carboxylate